C1C=CC2=CC=CC=C2SN1 DIHYDROBENZOTHIAZEPINE